C=1C=C(N2C=CC=CC12)CCN 2-(indolizin-3-yl)ethan-1-amine